4-[4-[3-[6-[8-(1,3-benzothiazol-2-ylcarbamoyl)-3,4-dihydro-1H-isoquinolin-2-yl]-2-tert-butoxycarbonyl-3-pyridyl]-2-methyl-phenoxy]phenyl]butanoic acid S1C(=NC2=C1C=CC=C2)NC(=O)C=2C=CC=C1CCN(CC21)C2=CC=C(C(=N2)C(=O)OC(C)(C)C)C=2C(=C(OC1=CC=C(C=C1)CCCC(=O)O)C=CC2)C